3-(5-(Azidomethyl)-1-oxoisoindolin-2-yl)piperidine-2,6-dione N(=[N+]=[N-])CC=1C=C2CN(C(C2=CC1)=O)C1C(NC(CC1)=O)=O